ClC1=CC(=C2C(=N1)C=NN2)CNC2(CCC2)C N-((5-chloro-1H-pyrazolo[4,3-b]pyridin-7-yl)methyl)-1-methylcyclobutan-1-amine